FC(C1=CC(=NC=C1)C1=CC=C(N)C=C1)(F)F 4-(4-(trifluoromethyl)pyridin-2-yl)aniline